C1(=CC=CC=C1)C=1N=NN(C1)C1=CC=C(C=C1)C1=NC=CC=C1 2-(4-(4-phenyl-1H-1,2,3-triazol-1-yl)phenyl)pyridine